butyl 2-(N-(4-(4-(2-(4,4-difluoropiperidin-1-yl)-6-methylpyrimidin-4-yl)-1H-pyrazol-1-yl)-3-(6-azaspiro[2.5]octan-6-yl)phenyl)sulfamoyl)propionate FC1(CCN(CC1)C1=NC(=CC(=N1)C=1C=NN(C1)C1=C(C=C(C=C1)NS(=O)(=O)C(C(=O)OCCCC)C)N1CCC2(CC2)CC1)C)F